(Z)-3-ethyl-5-(naphthalene-2-ylmethylene)-2-thioxothiazolidin-4-one C(C)N1C(S\C(\C1=O)=C/C1=CC2=CC=CC=C2C=C1)=S